NCC1(CC2CC(CC2C1)C=1N=CN(C1C(=O)NC1=CC(=C(C=C1)F)Cl)C)O 4-(5-(aminomethyl)-5-hydroxyoctahydropentalen-2-yl)-N-(3-chloro-4-fluorophenyl)-1-methyl-1H-imidazole-5-carboxamide